ClC1=C(C=C(C=N1)NC(=O)N[C@@H](C)C=1N(N=CN1)C1=NC=CC=N1)C 1-(6-chloro-5-methyl-3-pyridyl)-3-[(1S)-1-(2-pyrimidin-2-yl-1,2,4-triazol-3-yl)ethyl]urea